(E)-4-(2-(2-aminothiazol-4-yl)vinyl)-3-methyloxazolidin NC=1SC=C(N1)/C=C/C1N(COC1)C